(E)-2-(6-chloro-3-nitro-2-pyridyl)-N,N-dimethyl-ethenamine ClC1=CC=C(C(=N1)/C=C/N(C)C)[N+](=O)[O-]